chlorine 4HCl Cl.Cl.Cl.Cl.[Cl]